F.C(O)CN ethanolamine hydrogen fluoride salt